5-Methyl-4-[2-methyl-4-(1-methylpyrazol-4-yl)phenyl]sulfonyl-2,3-dihydroquinoxaline-1-carboxylic acid tert-butyl ester C(C)(C)(C)OC(=O)N1CCN(C2=C(C=CC=C12)C)S(=O)(=O)C1=C(C=C(C=C1)C=1C=NN(C1)C)C